2-Bromo-1-[3-(pyridin-4-yl)-1,2-oxazol-5-yl]ethanone BrCC(=O)C1=CC(=NO1)C1=CC=NC=C1